3,4-Difluoro-2-(2-fluoro-4-iodoanilino)-5-[[2-fluoro-3-[[(2R)-oxolan-2-yl]methylsulfamoylamino]phenyl]methyl]benzamide FC=1C(=C(C(=O)N)C=C(C1F)CC1=C(C(=CC=C1)NS(NC[C@@H]1OCCC1)(=O)=O)F)NC1=C(C=C(C=C1)I)F